Phenyl[bis(biphenylyl)triazinyl]benzoselenophene C1(=CC=CC=C1)C1=C([Se]C2=C1C=CC=C2)C2=NN=NC(=C2C2=C(C=CC=C2)C2=CC=CC=C2)C2=C(C=CC=C2)C2=CC=CC=C2